7-amino-3-cyclopropyl-N-(2-fluoro-2-methyl-propyl)-8,9-dihydro-7H-cyclopenta[h]cinnoline-5-sulfonamide hydrochloride Cl.NC1CCC2=C1C=C(C=1C=C(N=NC21)C2CC2)S(=O)(=O)NCC(C)(C)F